C(\C=C(/C)\CCC[C@H](C)CCC[C@H](C)CCCC(C)C)(=O)OC[C@@H](OC(\C=C(/C)\CCC[C@H](C)CCC[C@H](C)CCCC(C)C)=O)COP(=O)(O)OCCN 1,2-di-phytoyl-sn-glycero-3-phosphorylethanolamine